2-(chloromethyl)-3-methyl-5-(2-methyl-4-(6-(trifluoromethyl)quinazolin-2-yl)phenyl)-6,7-dihydropyrazolo[1,5-a]pyrazin-4(5H)-one ClCC1=NN2C(C(N(CC2)C2=C(C=C(C=C2)C2=NC3=CC=C(C=C3C=N2)C(F)(F)F)C)=O)=C1C